BrC1=CC2=C(S1)C1=CC=3C=CC4=C(SC(=C4)CCCC4CCCC4)C3C=C1C=C2 2-bromo-8-(3-cyclopentylpropyl)anthra[1,2-b:5,6-b']dithiophene